FC1=C(C2=C(NC(=N2)NC(=O)C2=CC=C(C=C2)C(=O)N(C)C)C(=C1)OC)C1CCOCC1 N4-[5-fluoro-7-methoxy-4-(oxan-4-yl)-1H-1,3-benzodiazol-2-yl]-N1,N1-dimethylbenzene-1,4-dicarboxamide